C(C)C1CCCCCCCCCCCCCCC(O1)=O 17-ethyloxacycloheptadecan-2-one